5'-chloro-N-[(3,5-dimethoxyphenyl)methyl]-N-methyl-7'-oxo-7',8'-dihydro-6'H-spiro[cyclohexane-1,9'-furo[2,3-f]quinazoline]-2'-carboxamide ClC=1C=C2C(=C3C4(NC(NC13)=O)CCCCC4)OC(=C2)C(=O)N(C)CC2=CC(=CC(=C2)OC)OC